IC1=C(C=C(C(=O)N)C=C1)[N+](=O)[O-] 4-iodo-3-nitrobenzamide